[1-(2-benzyloxy-4-bromo-5-fluoro-phenyl)-2,2,2-trifluoro-1-methyl-ethoxy]-trimethyl-silane C(C1=CC=CC=C1)OC1=C(C=C(C(=C1)Br)F)C(C(F)(F)F)(O[Si](C)(C)C)C